N1N=CC(=C1)C1=CC=C(C=C1)N1C(C2(CC1)NC1=CC=CC=C1C2(C)C)=O (4-(1H-pyrazol-4-yl)phenyl)-3,3-dimethylspiro[indoline-2,3'-pyrrolidine]-2'-one